2-(4-(8-((3-chloro-4-(4-(2-(piperidin-4-yl)acetyl)piperazine-1-carbonyl)phenyl)amino)imidazo[1,2-a]pyrazin-3-yl)-3-(trifluoromethyl)-1H-pyrazol-1-yl)acetonitrile formate C(=O)O.ClC=1C=C(C=CC1C(=O)N1CCN(CC1)C(CC1CCNCC1)=O)NC=1C=2N(C=CN1)C(=CN2)C=2C(=NN(C2)CC#N)C(F)(F)F